ClC=1C=C2C(=NC=NC2=CC1)CC(=O)NC1=NC=NC(=C1)NCC=1N=C2N(C=C(C=C2)C2CC2)C1 2-(6-chloroquinazolin-4-yl)-N-(6-(((6-cyclopropylimidazo[1,2-a]pyridin-2-yl)methyl)amino)pyrimidin-4-yl)acetamide